(R/S)-ibuprofen OC(=O)[C@H](C)C1=CC=C(CC(C)C)C=C1 |r|